tert-Butyl-(2S)-2-[4-bromo-2-(4-ethoxy-4,5-dihydroisoxazol-3-yl)phenoxy]propanoat C(C)(C)(C)OC([C@H](C)OC1=C(C=C(C=C1)Br)C1=NOCC1OCC)=O